4,6-diamidinodiphenyl-indole C(N)(=N)C1=C2C(=C(NC2=CC(=C1)C(N)=N)C1=CC=CC=C1)C1=CC=CC=C1